FC1=C(C=C(C=C1)N1C(=C(C2=CC=CC=C12)I)C1CCOCC1)C 1-(4-fluoro-3-methyl-phenyl)-3-iodo-2-tetrahydropyran-4-yl-indole